4-(2-amino-2-methylpropanoyl)-N-(1-(6-((R)-3-(aminomethyl)pyrrolidin-1-yl)-5,6,7,8-tetrahydronaphthalen-2-yl)-2-oxo-1,2-dihydropyrimidin-4-yl)piperazine-1-carboxamide hydrochloride Cl.NC(C(=O)N1CCN(CC1)C(=O)NC1=NC(N(C=C1)C1=CC=2CCC(CC2C=C1)N1C[C@H](CC1)CN)=O)(C)C